(3-amino-5-bromo-2,6-difluoro-phenyl)-(5-chloro-1H-pyrrolo[2,3-b]pyridin-3-yl)methanone NC=1C(=C(C(=C(C1)Br)F)C(=O)C1=CNC2=NC=C(C=C21)Cl)F